5-(3-Methoxyphenyl)-N-(3-(2-oxopropyl)-1,2,4-thiadiazol-5-yl)-2-(trifluoromethyl)furan-3-carboxamide COC=1C=C(C=CC1)C1=CC(=C(O1)C(F)(F)F)C(=O)NC1=NC(=NS1)CC(C)=O